(2S)-4,4-difluoropyrrolidine-2-carbonitrile 4-methylbenzenesulfonate CC1=CC=C(C=C1)S(=O)(=O)O.FC1(C[C@H](NC1)C#N)F